NCC(=O)N[C@@H](CO)C(=O)O glycyl-serine